(±)-tert-butyl (1R,2S,3S,5S)-3-((6-chloropyridazin-3-yl)(methyl)amino)-2-fluoro-8-azabicyclo[3.2.1]octane-8-carboxylate ClC1=CC=C(N=N1)N([C@@H]1[C@@H]([C@H]2CC[C@@H](C1)N2C(=O)OC(C)(C)C)F)C |r|